C(C)(=O)NC1=C(C(=O)N)C=CC=C1 Acetamido-benzamide